C1(CC1)C1=C(C(=NO1)C1=C(C=NC=C1Cl)Cl)/C=C/C12OCC(CC1)(CC2)C2=NC(=NO2)C=2C=C(C(=O)O)C=C(C2)OC(F)F (E)-3-(5-(1-(2-(5-cyclopropyl-3-(3,5-dichloropyridin-4-yl)isoxazol-4-yl)vinyl)-2-oxabicyclo[2.2.2]oct-4-yl)-1,2,4-oxadiazol-3-yl)-5-(difluoromethoxy)benzoic acid